OC=1C(=CC2=C(C3=C(CC(N2)=O)C2=CC=CC=C2N3)C1)O 7,12-dihydro-2,3-dihydroxy-indolo[3,2-d][1]benzazepin-6(5H)-one